bis(octadecyl)methylammonium tetra(pentafluorophenyl)borate FC1=C(C(=C(C(=C1[B-](C1=C(C(=C(C(=C1F)F)F)F)F)(C1=C(C(=C(C(=C1F)F)F)F)F)C1=C(C(=C(C(=C1F)F)F)F)F)F)F)F)F.C(CCCCCCCCCCCCCCCCC)[NH+](C)CCCCCCCCCCCCCCCCCC